N1(CCC1)CC1=C(C=CC=C1)C1=CC=C(S1)C(C)NC1=NC(=NC2=CC(=C(C=C12)OC)OC)C N-[1-{5-[2-(azetidin-1-ylmethyl)phenyl]thiophen-2-yl}ethyl]-6,7-dimethoxy-2-methylquinazolin-4-amine